ClC=1C(=C(C=CC1Cl)NC=1C2=C(N=CN1)C=CC(=N2)N2CC1(CCN1C(C#CC)=O)C2)F 1-(6-(4-((3,4-dichloro-2-fluorophenyl)amino)pyrido[3,2-d]pyrimidin-6-yl)-1,6-diazaspiro[3.3]heptan-1-yl)but-2-yn-1-one